NC1=C2C(=NC=N1)N(N=C2C2=CC=C(CNC(C1=C(C=CC(=C1)F)OC)=O)C=C2)C2CCN(CC2)C2=CC=C(C=C2)C=O N-(4-(4-amino-1-(1-(4-formylphenyl)piperidin-4-yl)-1H-pyrazolo[3,4-d]pyrimidin-3-yl)benzyl)-5-fluoro-2-methoxybenzamide